(5-amino-2-((1-methyl-1H-pyrazol-3-yl)methyl)-[1,2,4]triazolo[1,5-c]pyrimidin-7-yl)benzonitrile NC1=NC(=CC=2N1N=C(N2)CC2=NN(C=C2)C)C2=C(C#N)C=CC=C2